BrC=1C=C2C(OCC=3C=C(N=CC3C=3C=C(C(=C(NS(C(C1OC)=C2)(=O)=O)C3)OC)F)OC)=O 13-bromo-20-fluoro-5,14,19-trimethoxy-16,16-dioxo-9-oxa-16λ6-thia-4,17-diazatetracyclo[16.3.1.111,15.02,7]tricosa-1(22),2(7),3,5,11,13,15(23),18,20-nonaen-10-one